N-(4-iodo-2-(2-methoxyethoxy)-5-methylphenyl)-N-(1-methyl-1H-pyrazolo[4,3-b]pyridin-5-yl)pent-2-ynamide IC1=CC(=C(C=C1C)N(C(C#CCC)=O)C1=CC=C2C(=N1)C=NN2C)OCCOC